6-benzyloxy-N-(2-tert-butylphenyl)-2-naphthylamine C(C1=CC=CC=C1)OC=1C=C2C=CC(=CC2=CC1)NC1=C(C=CC=C1)C(C)(C)C